CN(C([S-])=S)C.CN(C([S-])=S)C.[Zn+2] zinc bis(dimethyl dithiocarbamate)